N-(cyanomethyl)-5-methylpyrazole C(#N)CN1N=CC=C1C